6-chloro-4-((4-cyclopropyl-2-(N-methylmethylsulfonamido)phenyl)amino)-N-methoxynicotinamide ClC1=NC=C(C(=O)NOC)C(=C1)NC1=C(C=C(C=C1)C1CC1)N(S(=O)(=O)C)C